C[C@H]1OCCN(C1)CC1=CC(=C2CNC(C2=C1)=O)C(F)(F)F (R)-6-((2-methylmorpholino)methyl)-4-(trifluoromethyl)isoindolin-1-one